O1P(OSS1)OP([O-])[O-] dithio pyrophosphite